1-t-butoxycarbonyl-2-hydroxymethyl-4-benzylpiperazine C(C)(C)(C)OC(=O)N1C(CN(CC1)CC1=CC=CC=C1)CO